carbon ammonia salt N.[C]